C1CCC12N(CCC2)CCNC(=O)C=2C=C(C(=NC2)C)NC(=O)C=2C=NN1C2SC(=C1)C=1C=NN(C1C)C N-(5-((2-(5-azaspiro[3.4]octan-5-yl)ethyl)carbamoyl)-2-methyl-pyridin-3-yl)-2-(1,5-dimethyl-1H-pyrazol-4-yl)pyrazolo[5,1-b]thiazole-7-carboxamide